CC1=CC=C(C(=O)O)C=C1.NC(CNC(O)=O)CC1=CC=CC=C1.CC1=NC=CC(=C1)OC=1C=C(C(=O)N[C@H](C)C=2C=NC(=NC2)C)C=C(C1)C=1SC(=CN1)C 3-[(2-methylpyridin-4-yl)oxy]-N-[(1R)-1-(2-methylpyrimidin-5-yl)ethyl]-5-(5-methyl-1,3-thiazol-2-yl)benzamide 2-amino-3-phenylpropyl-carbamate 4-methyl-benzoate salt